5,6,7,8-Tetrahydro-3H-pyrido[3,4-d]pyridazin-4-one C=1C2=C(C(NN1)=O)CNCC2